(R)-(6,7-Dichloro-1H-benzo[d]imidazol-2-yl)(5-methyl-7,8-dihydro-1,6-naphthyridin-6(5H)-yl)methanone ClC=1C=CC2=C(NC(=N2)C(=O)N2[C@@H](C=3C=CC=NC3CC2)C)C1Cl